[Li+].N1(CCC1)CCC(=O)[O-] 3-(azetidin-1-yl)propionic acid lithium salt